BrC1=C(C2=C(N(C(OC2=O)=O)CC(OC2CCOCC2)C2=C(C=CC=C2)OC)S1)C 6-bromo-1-(2-(2-methoxyphenyl)-2-((tetrahydro-2H-pyran-4-yl)oxy)ethyl)-5-methyl-2H-thieno[2,3-d][1,3]oxazine-2,4(1H)-dione